C(CCCC)C(COC(CCCCN(C(OCCN(CCOC(N(CCCCC(=O)OCC(CCCCC)CCCCC)CCCCCCC)=O)CCCN(CC)CC)=O)CCCCCCC)=O)CCCCC Bis(2-pentylheptyl)11-(3-(diethylamino)propyl)-6,16-diheptyl-7,15-dioxo-8,14-dioxa-6,11,16-triazahenicosanedioate